dimethylethyl-mercaptoiodine CI(S)(CC)C